2-chloro-N-(4-methyl-2-((2,2,2-trifluoroethoxy)methyl)phenyl)acetamide ClCC(=O)NC1=C(C=C(C=C1)C)COCC(F)(F)F